ClC1=CC(=C(COC2=NN(C=C2)C2CCN(CC2)CC2=NC3=C(N2CC2=CN=CN2C(F)F)C=C(C=C3)C(=O)O)C=C1)F 2-((4-(3-((4-chloro-2-fluorobenzyl)oxy)-1H-pyrazol-1-yl)piperidin-1-yl)methyl)-1-((1-(difluoromethyl)-1H-imidazol-5-yl)methyl)-1H-benzo[d]imidazole-6-carboxylic acid